tri(isobutyl)tin azide C(C(C)C)[Sn](CC(C)C)(CC(C)C)N=[N+]=[N-]